4-nitroisoindoline-1,3-dione [N+](=O)([O-])C1=C2C(NC(C2=CC=C1)=O)=O